N-(1-(2,4-bis(trifluoromethyl)benzyl)-1H-pyrazol-4-yl)-5-(2-methoxyphenyl)isoxazole-3-carboxamide FC(C1=C(CN2N=CC(=C2)NC(=O)C2=NOC(=C2)C2=C(C=CC=C2)OC)C=CC(=C1)C(F)(F)F)(F)F